6-chloro-N-(5-(1,1-difluoroethyl)isoxazol-3-yl)-1H-indole-3-sulfonamide ClC1=CC=C2C(=CNC2=C1)S(=O)(=O)NC1=NOC(=C1)C(C)(F)F